(2S)-4-(cyclopropyl(4-(5,6,7,8-tetrahydro-1,8-naphthyridin-2-yl)butyl)amino)-2-((((5-fluoro-2,3-dihydro-1H-inden-1-yl)oxy)carbonyl)amino)butanoic acid C1(CC1)N(CC[C@@H](C(=O)O)NC(=O)OC1CCC2=CC(=CC=C12)F)CCCCC1=NC=2NCCCC2C=C1